Ethyl (2E)-2-[2-(2,5-difluorophenyl)hydrazinylidene]-3-oxopropanoate FC1=C(C=C(C=C1)F)N\N=C(\C(=O)OCC)/C=O